FC=1C=C(C=C(C1)F)[C@@H]1CC=NN1C(=O)N1CCN(CC1)C1=NC(=NC=C1F)N1N=C(N=C1C)C (S)-(5-(3,5-difluorophenyl)-4,5-dihydro-1H-pyrazol-1-yl)(4-(2-(3,5-dimethyl-1H-1,2,4-triazol-1-yl)-5-fluoropyrimidin-4-yl)piperazin-1-yl)methanone